9-(2-(3-(Difluoromethoxy)azetidin-1-yl)ethyl)-6-fluoro-7-methoxy-1-(trifluoromethyl)-9H-pyrido[3,4-b]indole Hydrochloride Salt Cl.FC(OC1CN(C1)CCN1C2=C(C3=CC(=C(C=C13)OC)F)C=CN=C2C(F)(F)F)F